C1(CCC1)CCC(=O)O CYCLOBUTANEPROPANOIC ACID